ethyl (1S,3aR,6aS)-octahydrocyclopenta[c]pyrrole-1-carboxylate hydrogen chloride Cl.[C@@H]1(NC[C@H]2[C@@H]1CCC2)C(=O)OCC